CC1OC2=C(O1)C=CC(=C2)CCNCCC methyl-N-propyl-1,3-benzodioxol-5-ethylamine